tert-butyl 1-((E)-2-methoxyvinyl)-3-trityl-3,8-diazabicyclo[3.2.1]octane-8-carboxylate CO/C=C/C12CN(CC(CC1)N2C(=O)OC(C)(C)C)C(C2=CC=CC=C2)(C2=CC=CC=C2)C2=CC=CC=C2